[N-](S(=O)(=O)C(F)(F)F)S(=O)(=O)C(F)(F)F.C[N+]1(CCCCCC1)CCCCCCCC 1-methyl-1-octylazepanium bis(trifluoromethanesulfonyl)imide